BrC=1C=C(C=2N(C1)N=CC2I)F 6-bromo-4-fluoro-3-iodo-pyrazolo[1,5-a]pyridine